C(C)(=O)C1=CC=C(C=N1)CN1C(N(C=2N=CN(C2C1=O)CC1CC1)C)=O (6-acetyl-3-pyridyl)methyl-7-(cyclopropylmethyl)-3-methyl-1H-purine-2,6-dione